ClC1=CC=C(C(=N1)C#N)N[C@H](C)C=1C=C(C=C2C(C(=C(OC12)C1=NC=CC=C1)C)=O)C(F)(F)F 6-Chloro-3-[[(1R)-1-[3-methyl-4-oxo-2-(2-pyridyl)-6-(trifluoromethyl)chromen-8-yl]ethyl]amino]pyridine-2-carbonitrile